6-(5-(3-fluoroimidazo[1,2-a]pyridin-6-yl)-7H-pyrrolo[2,3-d]pyrimidin-2-yl)quinoline FC1=CN=C2N1C=C(C=C2)C2=CNC=1N=C(N=CC12)C=1C=C2C=CC=NC2=CC1